(E)-6-chloro-4-methyl-3-(3-(1-methyl-1H-indol-3-yl)acryloyl)quinolin-2(1H)-one ClC=1C=C2C(=C(C(NC2=CC1)=O)C(\C=C\C1=CN(C2=CC=CC=C12)C)=O)C